ClC=1C(=NC=CC1)C(=O)O 3-Chloro-picolinic acid